HOMOPHTHALIMID C1(CC=2C(C(N1)=O)=CC=CC2)=O